3-triphenylmethylbenzo[d]oxazol-2(3H)-one C1(=CC=CC=C1)C(N1C(OC2=C1C=CC=C2)=O)(C2=CC=CC=C2)C2=CC=CC=C2